C(C(C)=C)OCC(C)=C methallylether